COC1=C(C=C(C=C1)OC)C(/C=C(/C=O)\C)(CC=C(C)C)C (E)-4-(2,5-dimethoxyphenyl)-2,4,7-trimethyloct-2,6-dienal